(S)-N4-(5-(2,4-dimethylpiperazin-1-yl)pyridin-2-yl)-N6-(3-(methylsulfonyl)pyridin-2-yl)pyrimidine-4,6-diamine C[C@@H]1N(CCN(C1)C)C=1C=CC(=NC1)NC1=NC=NC(=C1)NC1=NC=CC=C1S(=O)(=O)C